O=C1N=C(NCC1)C=1C=C2C=CNC2=CC1 5-(4-oxo-1,6-dihydropyrimidin-2-yl)-1H-indole